C1=C(C=CC2=CC=CC=C12)N1C2=CC=CC=C2C=2C=C(C=CC12)C1=CC(=CC(=C1)C=1C=NC2=CC=CC=C2C1)C=1C=NC2=CC=CC=C2C1 9-naphthalene-2-yl-3-(3,5-di-quinoline-3-yl-phenyl)-9H-carbazole